(S)-3-(3-(2,5-Dichloro-7H-pyrrolo[2,3-d]pyrimidin-7-yl)-2-fluoropropoxy)-1-(4-methoxy-2-methylpyrimidin-5-yl)-5-methyl-1H-pyrazol-4-amine ClC=1N=CC2=C(N1)N(C=C2Cl)C[C@@H](COC2=NN(C(=C2N)C)C=2C(=NC(=NC2)C)OC)F